7-cyclopentyl-2-(((3s,4r)-3-hydroxytetrahydro-2H-pyran-4-yl)amino)-N,N-dimethylpyrrolo[2,1-f][1,2,4]triazine-6-carboxamide C1(CCCC1)C1=C(C=C2C=NC(=NN21)N[C@H]2[C@@H](COCC2)O)C(=O)N(C)C